Cl.C1(CCCC1)CN1CCC(CC1)N1N=CC=C(C1=O)C1=CC=CC=C1 2-[1-(cyclopentylmethyl)piperidin-4-yl]-4-phenyl-2,3-dihydropyridazin-3-one hydrochloride